C(C1=CC=CC=C1)NC1=C2N=CN(C2=NC(=N1)C=1C=NC=CC1)[C@H]1[C@@H]([C@@H]([C@H](O1)C(=O)NC([2H])([2H])[2H])O)O (2S,3S,4R,5R)-5-(6-(benzylamino)-2-(pyridin-3-yl)-9H-purin-9-yl)-3,4-dihydroxyl-N-(methyl-d3)-tetrahydrofuran-2-formamide